3,5-Diazidobenzoic acid N(=[N+]=[N-])C=1C=C(C(=O)O)C=C(C1)N=[N+]=[N-]